1-methyl-3-oxo-2,4-dihydroquinoxaline-6-carboxylic acid CN1CC(NC2=CC(=CC=C12)C(=O)O)=O